5-ethoxy-1-methyl-N-(1,2-oxazol-4-yl)-6-oxopyrimidine-4-carboxamide C(C)OC1=C(N=CN(C1=O)C)C(=O)NC=1C=NOC1